COC(=O)C1=CC=C(C=C1)C1=CC(=CC=C1)CBr 3'-bromomethyl-[1,1'-biphenyl]-4-carboxylic acid methyl ester